ClC1=C(N=C(N(C1=O)C1=CC(=NC=C1C)N1N=C(C=C1)C(C)(C)NC(C)=O)C)OC([2H])([2H])C1=C(C=C(C=C1)F)F N-(2-(1-(4-(5-chloro-4-((2,4-difluorophenyl)methoxy-d2)-2-Methyl-6-pyrimidinon-1(6H)-yl)-5-methylpyridin-2-yl)-1H-pyrazol-3-yl)propan-2-yl)acetamide